CC=1N=C2C(=NC1C)C(=NC(=C2)C2CC(OCC2)C=2C=NN(C2)C2CC2)C21CC(C2)(C1)C(F)(F)F 2,3-dimethyl-7-[2-(1-cyclopropylpyrazol-4-yl)tetrahydropyran-4-yl]-5-[3-(trifluoromethyl)-1-bicyclo[1.1.1]pentanyl]pyrido[3,4-b]pyrazine